ClC(C(=O)NC1=CC(=CC=C1)S(N(C)C)(=O)=O)C 2-chloro-N-[3-(dimethylsulfamoyl)phenyl]propanamide